C1(CC1)C1=NN(C=N1)C1=CC(=NC=C1)NC(OC(C)(C)C)=O tert-butyl (4-(3-cyclopropyl-1H-1,2,4-triazol-1-yl)pyridin-2-yl)carbamate